C1N(CC12CNC2)C=2C=CC=1N=NC(=CC1N2)C2=C(C=CC=C2)O 2-(6-{2,6-diazaspiro[3.3]heptan-2-yl}pyrido[3,2-c]pyridazin-3-yl)phenol